cis-bicyclo[3.1.0]hexan [C@@H]12CCC[C@H]2C1